ClC1=NC=C(C(=C1)C1=C(C=NC(=C1)C)C(=O)OC)OCC methyl 2'-chloro-5'-ethoxy-6-methyl-(4,4'-bipyridine)-3-carboxylate